(S)-4-amino-N-methyl-N-(6-(trifluoromethyl)-2,3-dihydrobenzofuran-3-yl)imidazo[1,5-a]-quinoxaline-8-carboxamide NC=1C=2N(C3=CC(=CC=C3N1)C(=O)N([C@@H]1COC3=C1C=CC(=C3)C(F)(F)F)C)C=NC2